Cl.CN1CC(C1)(C)[C@@](O)(C=1C=NC=C(C1)C1=NOC(=N1)C[C@@H]1CNCC1)C1=CC=C(C=C1)C(C)C (R)-(1,3-dimethylazetidin-3-yl)(4-isopropylphenyl)(5-(5-(((R)-pyrrolidin-3-yl)methyl)-1,2,4-oxadiazol-3-yl)pyridin-3-yl)methanol hydrochloride salt